CC1=C(C(=O)NC2(CC2)C2=C3C=CC=NC3=CC(=C2)C=C)C=C(C=C1)OCC1NCCC1 2-Methyl-5-(pyrrolidin-2-ylmethoxy)-N-(1-(7-vinylquinolin-5-yl)cyclopropyl)benzamide